(4-chlorophenyl){8-(morpholin-4-yl)-3-[2-(tetrahydro-2H-pyran-4-yl)ethyl]pyrido[2,3-d][1,2,4]triazolo[4,3-b]pyridazin-6-yl}methanol ClC1=CC=C(C=C1)C(O)C=1C2=C(C=3N(N1)C(=NN3)CCC3CCOCC3)N=CC(=C2)N2CCOCC2